O[C@H](CCCC(=O)OCC)C Ethyl (5S)-5-Hydroxyhexanoate